FC1=CC=C(C=C1)NC(=O)N1CC2C(C1)CC(C2)(C2=CC=CC=C2)O N-(4-fluorophenyl)-5-hydroxy-5-phenyl-octahydrocyclopenta[c]pyrrole-2-carboxamide